C(C)(C)(C)C1CC2=C(C(N1)=O)SC(=N2)Br tert-butyl-2-bromo-4-oxo-6,7-dihydrothiazolo[5,4-c]pyridine